Cl.N=1C=NCC(C1)=O Pyrimidine-5-one hydrochloride